1-methyl-3-propylpyrrolium methanesulfonate CS(=O)(=O)[O-].C[NH+]1C=C(C=C1)CCC